1-oxo-2-(2,2,2-trifluoroethyl)-3-(6-(trifluoromethyl)pyridin-3-yl)-1,2,3,4-tetrahydroisoquinoline-4-carboxylic acid O=C1N(C(C(C2=CC=CC=C12)C(=O)O)C=1C=NC(=CC1)C(F)(F)F)CC(F)(F)F